CNC(C1=CC=C(C=C1)C=1C=NC=2N(N1)C(=CN2)CC=2C=C1C=CC=NC1=CC2)=O N-methyl-4-(7-(quinolin-6-ylmethyl)imidazo[1,2-b][1,2,4]triazin-2-yl)benzamide